3-bromo-N-(2-(tert-butylamino)-1-(2-chloro-5-fluorophenyl)-2-oxoethyl)-6-fluoro-N-(4-methoxybenzyl)-5-nitro-1H-indazole-7-carboxamide BrC1=NNC2=C(C(=C(C=C12)[N+](=O)[O-])F)C(=O)N(CC1=CC=C(C=C1)OC)C(C(=O)NC(C)(C)C)C1=C(C=CC(=C1)F)Cl